8-(4-dimethylaminophenyl)-6-fluoro-3,4-dihydrobenzo[e][1,2,3]oxathiazine 2,2-dioxide CN(C1=CC=C(C=C1)C1=CC(=CC=2CNS(OC21)(=O)=O)F)C